ethyl-4-(pyridin-2-yl)-1,3-thiazole-5-carboxylate C(C)OC(=O)C1=C(N=CS1)C1=NC=CC=C1